C1(CC1)NC(=O)C=1C(N(C=2N(C1O)N=C(C2/C=C/C(=O)N2CCCC21CN(CCC1)C(=O)OC(C)(C)C)C)CC(C)C)=O Tert-butyl (E)-1-(3-(6-(cyclopropylcarbamoyl)-7-hydroxy-4-isobutyl-2-methyl-5-oxo-4,5-dihydropyrazolo[1,5-a]pyrimidin-3-yl)acryloyl)-1,7-diazaspiro[4.5]decane-7-carboxylate